C(C)OCl(=O)(=O)=O 1-Ethylperchlorat